FC1=C(C(=C(C(=C1F)C=1SC2=C(N1)C=CC=C2)F)F)C=2SC1=C(N2)C=CC=C1 2,2'-(2,3,5,6-tetrafluoro-1,4-phenylene)bis-benzothiazole